2-chloro-N-(2-cyano-5-((tetrahydro-2H-pyran-4-yl)amino)pyridin-4-yl)acetamide [(3S)-pyrrolidin-3-yl]6-[5-(6-methyl-2-pyridyl)-1H-pyrazol-4-yl]-1,5-naphthyridine-3-carboxylate N1C[C@H](CC1)OC(=O)C=1C=NC2=CC=C(N=C2C1)C=1C=NNC1C1=NC(=CC=C1)C.ClCC(=O)NC1=CC(=NC=C1NC1CCOCC1)C#N